methyl 2-methylsulfanyl-7-[(3R,4S)-4-methyltetrahydrofuran-3-yl]pyrrolo[2,3-d]pyrimidine-6-carboxylate CSC=1N=CC2=C(N1)N(C(=C2)C(=O)OC)[C@H]2COC[C@H]2C